COC1=CC=C(C=C1)N1N=C(C2=C1C(N(CC2)C2C1CN(CC21)N2C(CCCC2)=O)=O)C(=O)N 1-(4-Methoxyphenyl)-7-oxo-6-(3-(2-oxopiperidin-1-yl)-3-azabicyclo[3.1.0]hexan-6-yl)-4,5,6,7-tetrahydro-1H-pyrazolo[3,4-c]pyridine-3-carboxamide